C(C1=CC=CC=C1)OC1=C(C=C2C(=CC=NC2=C1)OC1=C(C=C(C=C1)NC1=NN(C=C1C(=O)OCC)C)F)OC Ethyl 3-((4-((7-(benzyloxy)-6-methoxyquinolin-4-yl) oxy)-3-fluorophenyl) amino)-1-methyl-1H-pyrazole-4-carboxylate